8-(methoxymethyl)-3-[1-(2,2,3,3,3-pentafluoropropyl)-1H-pyrazol-4-yl]-2-(trifluoromethyl)-4H-pyrido[1,2-a]pyrimidin-4-one COCC1=CC=2N(C(C(=C(N2)C(F)(F)F)C=2C=NN(C2)CC(C(F)(F)F)(F)F)=O)C=C1